CCCCC[C@@H](/C=C/C=C\\C=C\\C=C\\[C@H]([C@H](CCCC(=O)[O-])O)O)OO The molecule is an hydroperoxy(hydroxy)icosatetraenoate that is the conjugate base of (5S,6R)-dihydroxy-(15S)-hydroperoxy-(7E,9E,11Z,13E)-icosatetraenoic acid; major species at pH 7.3. It is a conjugate base of a (5S,6R)-dihydroxy-(15S)-hydroperoxy-(7E,9E,11Z,13E)-icosatetraenoic acid.